NC1=C(C(=O)OC)C(=C(C=C1F)Cl)Br methyl 2-amino-6-bromo-5-chloro-3-fluorobenzoate